OC1=C(O)[C@@H](O)[C@@H](O)[C@H](O1)CO D-lyxo-hex-1-enopyranose